geranyl tiglate (geranyl gallate) C(\C=C(/C)\CCC=C(C)C)C1=C(C(=O)O)C=C(C(=C1O)O)O.C(\C(\C)=C\C)(=O)OC\C=C(/C)\CCC=C(C)C